C(C)S(=O)(=O)NC1=CC(=C(OC=2C=C(OCCOCCOCCOC3CCN(CC3)C(=O)OC(C)(C)C)C=CC2)C=C1)C=1C2=C(C(N(C1)C)=O)NC=C2 tert-butyl 4-[2-[2-[2-[3-[4-(ethylsulfonylamino)-2-(6-methyl-7-oxo-1H-pyrrolo[2,3-c]pyridin-4-yl)phenoxy]phenoxy] ethoxy]ethoxy]ethoxy]piperidine-1-carboxylate